[1-[(1R)-1-[3-[(3,3-difluoro-2-hydroxy-indan-1-yl)carbamoyl]phenyl]-3-methoxy-propyl]-4,4-diethyl-6-oxo-hexahydropyrimidin-2-ylidene]ammonium FC1(C(C(C2=CC=CC=C12)NC(=O)C=1C=C(C=CC1)[C@@H](CCOC)N1C(NC(CC1=O)(CC)CC)=[NH2+])O)F